2-Chloro-5-{[(3,3-dimethylbutanoyl)amino]methyl}-N-(1-methyl-1H-indazol-4-yl)benzamide ClC1=C(C(=O)NC2=C3C=NN(C3=CC=C2)C)C=C(C=C1)CNC(CC(C)(C)C)=O